CC=1SC2=C(N1)C=CC(=C2)[C@H]2NC[C@@H](CC2)C |r| Rac-2-methyl-6-((2S,5R)-5-methylpiperidin-2-yl)benzo[d]thiazole